ClC=1C=C(C=CC1)[C@H]1[C@@H](CN(CC1)C(=O)C=1C=2N(C=CC1)C=NC2)[N+](=O)[O-] ((3S,4S)-4-(3-chlorophenyl)-3-nitropiperidin-1-yl)(imidazo[1,5-a]pyridin-8-yl)methanone